2-ethylhexyl 2-([1,1'-biphenyl]-4-ylcarbonyl)benzoate C1(=CC=C(C=C1)C(=O)C1=C(C(=O)OCC(CCCC)CC)C=CC=C1)C1=CC=CC=C1